N2-(3-Aminosulfonylphenyl)-5-fluoro-N4-[4-(4-pyridylmethyl)phenyl]-2,4-pyrimidinediamine p-Toluenesulfonic Acid Salt CC1=CC=C(C=C1)S(=O)(=O)O.NS(=O)(=O)C=1C=C(C=CC1)NC1=NC=C(C(=N1)NC1=CC=C(C=C1)CC1=CC=NC=C1)F